N-(3-cyclopropyl-1H-pyrazol-5-yl)-2-(1-(m-tolyl)-1H-pyrazol-4-yl)acetamide C1(CC1)C1=NNC(=C1)NC(CC=1C=NN(C1)C=1C=C(C=CC1)C)=O